6-(4-hydroxy-2-methoxybenzylamino)-9-β-D-arabinofuranosylpurine OC1=CC(=C(CNC2=C3N=CN(C3=NC=N2)[C@H]2[C@@H](O)[C@H](O)[C@H](O2)CO)C=C1)OC